N-((tetrahydro-2H-pyran-2-yl)oxy)hexanamide O1C(CCCC1)ONC(CCCCC)=O